C1(CC1)C[C@@H]1NC(N(C1=O)C1CC2(CC(C2)OC2=NC=CC=C2C(=O)N)C1)=O 2-{[(αR)-6-[(4S)-4-(cyclopropylmethyl)-2,5-dioxoimidazolidin-1-yl]spiro[3.3]heptan-2-yl]oxy}pyridine-3-carboxamide